2-methoxy-1-(2-(4-phenyl-1H-imidazol-2-yl)piperidin-1-yl)propan-1-one COC(C(=O)N1C(CCCC1)C=1NC=C(N1)C1=CC=CC=C1)C